triquinolizine oxalate C(C(=O)O)(=O)O.C=1C=CCN2C=CC=CC12.C=1C=CCN2C=CC=CC12.C=1C=CCN2C=CC=CC12